5-(7,8-dimethyl-[1,2,4]triazolo[1,5-a]pyridin-6-yl)-6-isopropyl-2-(6-(2-(methylsulfonyl)ethyl)-2,6-diazaspiro[3.3]heptan-2-yl)-4H-pyrrolo[3,2-d]thiazole CC1=C(C=2N(C=C1C1=C(C=3N=C(SC3N1)N1CC3(C1)CN(C3)CCS(=O)(=O)C)C(C)C)N=CN2)C